3-(5-(4-cyclopropyl-6-methyl-2-(1-(trifluoromethyl)cyclopropyl)pyrimidin-5-yl)-4-fluoropyridin-3-yl)-6-(4H-1,2,4-triazol-4-yl)-3-azabicyclo[3.1.0]hexane C1(CC1)C1=NC(=NC(=C1C=1C(=C(C=NC1)N1CC2C(C2C1)N1C=NN=C1)F)C)C1(CC1)C(F)(F)F